((7-(8-ethyl-7-fluoro-3-(methoxymethoxy)naphthalen-1-yl)-8-fluoro-2-(((2R,7aS)-2-fluorohexahydro-1H-pyrrolizin-7a-yl)methoxy)pyrido[4,3-d]pyrimidin-4-ylamino)methyl)cyclohexanol C(C)C=1C(=CC=C2C=C(C=C(C12)C1=C(C=2N=C(N=C(C2C=N1)NCC1(CCCCC1)O)OC[C@]12CCCN2C[C@@H](C1)F)F)OCOC)F